C1(CC1)C1=C(C=CC(=C1)N1CCN(CC1)C)NC1=NC=C(C(=N1)NCCCN1CCN(CCC1=O)C)C(F)F 4-(3-((2-((2-cyclopropyl-4-(4-methylpiperazin-1-yl)phenyl)amino)-5-(difluoromethyl)pyrimidin-4-yl)amino)propyl)-1-methyl-1,4-diazepan-5-one